3-(6-fluoro-5-(4-((1-(2-fluoro-4-(7-hydroxy-3-phenylchroman-4-yl)phenyl)piperidin-4-yl)methyl)piperazin-1-yl)-1-oxoisoindolin-2-yl)piperidine-2,6-dione FC1=C(C=C2CN(C(C2=C1)=O)C1C(NC(CC1)=O)=O)N1CCN(CC1)CC1CCN(CC1)C1=C(C=C(C=C1)C1C(COC2=CC(=CC=C12)O)C1=CC=CC=C1)F